C1(=C(C(=CC=C1)CC#N)CC#N)C1=CC=CC=C1 biphenyl-diacetonitrile